cis-N-(4-chloro-3-(cis-2-cyanocyclopropyl)phenyl)-3-methyl-1-(5-methyl-1,3,4-oxadiazol-2-yl)-6-azabicyclo[3.1.1]heptane-6-carboxamide ClC1=C(C=C(C=C1)NC(=O)N1C2CC(CC1(C2)C=2OC(=NN2)C)C)[C@H]2[C@H](C2)C#N